hydrargyrum hydroxide [Hg]O